tert-butyl N-[[4-(bromomethyl)-3-methyl-7-[4-(trifluoromethoxy)phenyl]-benzimidazol-5-yl]methyl]-N-tert-butoxycarbonyl-carbamate BrCC1=C(C=C(C=2N=CN(C21)C)C2=CC=C(C=C2)OC(F)(F)F)CN(C(OC(C)(C)C)=O)C(=O)OC(C)(C)C